di-4-tetraphenyliodonium C1=CC=C(C2=CC=C3C=C4C=CC=CC4=CC3=C12)[I+]C1=CC=CC2=C3C=C4C=CC=CC4=CC3=CC=C12